OCC=1C=C(C=CC1)C=1C(=C2C(=NC1)NC=C2)N[C@H]2CN(CCC2)C(CC#N)=O (R)-3-(3-((5-(3-(hydroxymethyl)phenyl)-1H-pyrrolo[2,3-b]pyridin-4-yl)amino)piperidin-1-yl)-3-oxopropanenitrile